2-(2-(ethylthio)-5,7-dimethylpyrazolo[1,5-a]pyrimidin-3-yl)-3-methyl-6-(trifluoromethyl)-3H-imidazo[4,5-c]pyridine C(C)SC1=NN2C(N=C(C=C2C)C)=C1C1=NC2=C(C=NC(=C2)C(F)(F)F)N1C